14-ethyl-3,6,9,12-tetraoxaoctadec-13-en-1-yl 2-ethylhexanoate C(C)C(C(=O)OCCOCCOCCOCCOC=C(CCCC)CC)CCCC